N[C@@H](C(=O)N1CC2=C(NC=3C(=C(C=CC23)Cl)Cl)CC1)COC (R)-2-amino-1-(6,7-dichloro-1,3,4,5-tetrahydro-2H-pyrido[4,3-b]indol-2-yl)-3-methoxypropan-1-one